C(CCCCCCCCCCCCC)C1=C(SC=C1)C1=CC2=C(S1)C=C(S2)C=2SC=CC2CCCCCCCCCCCCCC 2,5-bis(3-tetradecylthiophen-2-yl)thiopheno[3,2-b]thiophene